C(C=C)OC(=O)N1CC(C1)S(=O)(=O)C1=CC=C(OCC2CC(N(C2)C(=O)OC(C)(C)C)C)C=C1 tert-butyl 4-((4-((1-((allyloxy)carbonyl)azetidin-3-yl)sulfonyl)phenoxy)methyl)-2-methylpyrrolidine-1-carboxylate